C(#N)C=1C=C(CN2N=CC(=C2)CN2C3=C(C(=C(C2=O)O)C(=O)O)SC=C3)C=CC1 4-{[1-(3-cyanobenzyl)-1H-pyrazol-4-yl]methyl}-6-hydroxy-5-oxo-4,5-dihydrothieno[3,2-b]pyridine-7-carboxylic acid